7-chloro-8-fluoro-3,4-dihydro-2H-1-benzopyran-3-amine ClC1=C(C2=C(CC(CO2)N)C=C1)F